S(=O)(=O)([O-])[O-].C(CCCCCCCCCCCCCCC)(=O)[N+](C)(CCO)CC.C(CCCCCCCCCCCCCCC)(=O)[N+](CC)(CCO)C palmitoylethyl-hydroxyethyl-methyl-ammonium sulfate